N1=C(N=CC2=CC=CC=C12)NC1CCC(CC1)N(C(C)=O)C1=CC=C(C=C1)N1CCN(CC1)C(=O)OC(C)(C)C tert-Butyl 4-(4-(N-((1r,4r)-4-(quinazolin-2-ylamino)cyclohexyl)acetamido)phenyl)piperazine-1-carboxylate